2-benzyl-N-(8-fluoro-2-methyl-3-quinolyl)-3-(1-methylcyclopropyl)propanamide C(C1=CC=CC=C1)C(C(=O)NC=1C(=NC2=C(C=CC=C2C1)F)C)CC1(CC1)C